C1=CC(=CC=C1Cl)Br 4-bromochlorobenzene